FC(C=1C=C(OC2CC(COC2)C(C(=O)N)=C)C=CC1)(F)F (5-(3-(trifluoromethyl)phenoxy)tetrahydro-2H-pyran-3-yl)acrylamide